CC1(OB(OC1(C)C)C=1C=C2C(=CC=NC2=CC1)C(=O)OCC)C Ethyl 6-(4,4,5,5-tetramethyl-1,3,2-dioxaborolan-2-yl)quinoline-4-carboxylate